N1NCC=C1 dihydroDiazole